N-(4-((4-(tert-butyl)phenyl)amino)-2-methylbenzyl)-N-hydroxypivalamide C(C)(C)(C)C1=CC=C(C=C1)NC1=CC(=C(CN(C(C(C)(C)C)=O)O)C=C1)C